FC1=C(C(=CC=C1)F)NC1CCC2(CCN(CC2)C[C@H]2CN(CC2)C2=NC=NC=C2OC2=C(C(=O)N(C(C)C)C(C)C)C=C(C=C2)F)CC1 (S)-2-((4-(3-((9-((2,6-difluorophenyl)amino)-3-azaspiro[5.5]undec-3-yl)methyl)pyrrolidin-1-yl)pyrimidin-5-yl)oxy)-5-fluoro-N,N-diisopropylbenzamide